N-(2H-indazole-3-yl)formamide N=1NC(=C2C=CC=CC12)NC=O